C(CCCCC)OC(=O)CCCCC(CCCCCN)(N)CCCCC(=O)OCCCCCC Di((hexyloxycarbonyl)butyl)hexane-1,6-diamine